2,5-bis(2-propoxy)benzene CC(C)OC1=CC=C(C=C1)OC(C)C